N-difluoromethyl-oxazole FC(N1COC=C1)F